1-amino-oxy-3-aminopropane NOCCCN